C1(=CC=CC=C1)C1=CC2=C(C=3C=CC(OC3C=C2)=O)C=C1 8-phenyl-3H-benzo[f]chromen-3-one